C1(=CC=CC=C1)P(C1=CC=CC=C1)C=C1C=CC(C=C1)=C1C=CC(C=C1)=CP(C1=CC=CC=C1)C1=CC=CC=C1 bis((diphenylphosphino)methylene)-1,1'-biphenyl